C(#N)CCOP(O[C@H]1[C@H]([C@H](O[C@@H]1C(OC(C1=CC=C(C=C1)OC)(C1=CC=C(C=C1)OC)C1=CC=CC=C1)CCCNC(C(F)(F)F)=O)N1C(=O)NC(=O)C=C1)OC)N(C(C)C)C(C)C 3'-O-[2-Cyanoethoxy(diisopropylamino)phosphino]-(S)-5'-O-(4,4'-dimethoxytrityl)-2'-O-methyl-5'-C-trifluoroacetylaminopropyl-uridine